N4-(benzoxazol-2(3H)-on-5-yl)-N2-(6-(4-methylpiperidin-1-yl)pyridin-3-yl)-5-methylpyrimidine-2,4-diamine O1C(NC2=C1C=CC(=C2)NC2=NC(=NC=C2C)NC=2C=NC(=CC2)N2CCC(CC2)C)=O